COC(=O)C1CCN(CC1)C1=NC(=CN=C1N)\C=C\CC (E)-1-(3-amino-6-(but-1-en-1-yl)pyrazin-2-yl)piperidine-4-carboxylic acid methyl ester